N1(C=NC=C1)CC1=CC(=C2CCN(C(C2=C1)=O)C=1C(=NC2=C(C=C(C=C2C1)N1CC(C1)F)C#N)C)C=1C(=NN(C1)C)C(F)(F)F (7-((1H-imidazol-1-yl)methyl)-5-(1-methyl-3-(trifluoromethyl)-1H-pyrazol-4-yl)-1-oxo-3,4-dihydroisoquinolin-2(1H)-yl)-6-(3-fluoroazetidin-1-yl)-2-methylquinoline-8-carbonitrile